2-((2-(3-((tert-butoxycarbonyl)amino)propyl)-3,4-difluorophenyl)amino)-5-fluoro-4-(trifluoromethyl)-benzoic acid methyl ester COC(C1=C(C=C(C(=C1)F)C(F)(F)F)NC1=C(C(=C(C=C1)F)F)CCCNC(=O)OC(C)(C)C)=O